C1(CC1)C(=O)N\N=C\C=1N(C(=CN1)C(=O)N(C=1C=NC=CC1)CC)C (E)-2-((2-(cyclopropanecarbonyl)hydrazinylidene)methyl)-N-ethyl-1-methyl-N-(pyridin-3-yl)-1H-imidazole-5-carboxamide